(2S,4R)-1-[(2S)-2-(9-aminononanoylamino)-3,3-dimethyl-butanoyl]-4-hydroxy-N-[[4-(4-methylthiazol-5-yl)phenyl]methyl]pyrrolidine-2-carboxamide NCCCCCCCCC(=O)N[C@H](C(=O)N1[C@@H](C[C@H](C1)O)C(=O)NCC1=CC=C(C=C1)C1=C(N=CS1)C)C(C)(C)C